2-methyl-2-(5-{[3-(4-{[1-(1-methylpiperidin-4-yl)piperidin-4-yl]amino}-1-(2,2,2-trifluoroethyl)-1H-indol-2-yl)prop-2-yn-1-yl]amino}pyridin-2-yl)propanenitrile CC(C#N)(C)C1=NC=C(C=C1)NCC#CC=1N(C2=CC=CC(=C2C1)NC1CCN(CC1)C1CCN(CC1)C)CC(F)(F)F